2-{2-[(3-{4-[(1,1-dioxo-1λ6-thian-4-yl)amino]-1-(2,2,2-trifluoroethyl)-1H-indol-2-yl}prop-2-yn-1-yl)amino]-5-methanesulfonylphenoxy}acetamide O=S1(CCC(CC1)NC1=C2C=C(N(C2=CC=C1)CC(F)(F)F)C#CCNC1=C(OCC(=O)N)C=C(C=C1)S(=O)(=O)C)=O